N1C2=C(C=C(C1)C(=O)N)CCC2 2H,5H,6H,7H-cyclopenta[b]pyridine-3-carboxamide